O[C@H]1[C@@H](O)[C@H](O)[C@@H](O)[C@@H](O1)CO α-L-glucose